COC(\C=C\C=1C(=NC(=NC1)C=1C(=NC=NC1OC)C1CC1)N)=O (E)-3-(4-amino-4'-cyclopropyl-6'-methoxy-[2,5'-bipyrimidin]-5-yl)acrylic acid methyl ester